N-(3-aminopropyl)-2-ethyl-4-((3-(3-(trifluoromethyl)-1H-pyrazol-4-yl)imidazo[1,2-a]pyrazin-8-yl)amino)benzamide NCCCNC(C1=C(C=C(C=C1)NC=1C=2N(C=CN1)C(=CN2)C=2C(=NNC2)C(F)(F)F)CC)=O